5-Hydroxyproline OC1CC[C@H](N1)C(=O)O